N1=NC=C(C=C1)C=1C=CC=C(C1)O 5-(pyridazin-4-yl)phenol